(3S)-1,1-di(tert-butyldimethylsilyloxy)methyl-tetrahydro-beta-carboline 3-amino-5-(tetrahydro-2H-pyran-4-yl)benzoate NC=1C=C(C(=O)O)C=C(C1)C1CCOCC1.[Si](C)(C)(C(C)(C)C)OCC1(NCCC2C3=CC=CC=C3N=C12)CO[Si](C)(C)C(C)(C)C